C[C@@H]1COCCN1C=1C2=C(N=C(N1)C1=C3C(=NC=C1)NC=C3)C(=CS2)CN2CC(C2)C#N (R)-1-((4-(3-methylmorpholino)-2-(1H-pyrrolo[2,3-b]pyridin-4-yl)thieno[3,2-d]pyrimidin-7-yl)methyl)azetidine-3-carbonitrile